CC(C)N1N=NN=C1C1=CC=CC(=N1)N 6-[1-(propan-2-yl)-1H-1,2,3,4-tetrazol-5-yl]Pyridin-2-amine